i-heptene C=CCCC(C)C